C(#N)C1=C(C=C(C=C1)C1=CN(C2=NC=CC(=C21)OC2=C(C=C(C=C2F)NC(=O)NCC2(COC2)C)F)COCC[Si](C)(C)C)OC N-(4-{[3-(4-cyano-3-methoxyphenyl)-1-{[2-(trimethylsilyl)ethoxy]methyl}-1H-pyrrolo[2,3-b]pyridin-4-yl]oxy}-3,5-difluorophenyl)-N'-[(3-methyloxetan-3-yl)methyl]urea